[In].CC(C(C(C(C)(C)C)=O)=O)CCC.CC(C(C(C(C)(C)C)=O)=O)CCC.CC(C(C(C(C)(C)C)=O)=O)CCC tris(tetramethyl-heptanedione) indium